COC1=CC=C(C=N1)NC(C1=CC(=CC=C1)S(N(C1=CC=CC=C1)C)(=O)=O)=O N-(6-methoxypyridin-3-yl)-3-(N-methyl-N-phenylsulfamoyl)benzamide